2-(4-bromo-3-(trifluoromethyl)benzoyl)-2,8-diazaspiro[4.5]Decane-8-carboxylic acid tert-butyl ester C(C)(C)(C)OC(=O)N1CCC2(CCN(C2)C(C2=CC(=C(C=C2)Br)C(F)(F)F)=O)CC1